BrC1=CC=C(C=C1)CCN 2-(4-bromophenyl)ethylamine